C(C1=CC=CC=C1)OCCC(=C)[Sn](CCCC)(CCCC)CCCC (4-(benzyloxy)but-1-en-2-yl)tributylstannane